FC1=C(C(=CC=C1)C(F)(F)F)N1CCC(CC1)N1C(N(C=2C(C1)=CN(N2)C)CC2=C(C=CC=C2)C(F)(F)F)=O 5-[1-(2-Fluoro-6-trifluoromethylphenyl)-piperidin-4-yl]-2-methyl-7-(2-trifluoromethyl-benzyl)-2,4,5,7-tetrahydro-pyrazolo[3,4-d]pyrimidin-6-one